C(C(C)C)C1CNCC1 3-isobutylpyrrolidine